Cis-2-(3-(5-amino-1-(tert-butyl)-1H-pyrazol-3-yl)cyclopentyl)isoindoline-1,3-dione NC1=CC(=NN1C(C)(C)C)[C@H]1C[C@H](CC1)N1C(C2=CC=CC=C2C1=O)=O